C1(=CC=CC=C1)C12C(C(C(C(C1(C(C1(C(C(C(C(C1=C2C2=CC=CC1=CC=CC=C21)([2H])[2H])([2H])[2H])([2H])[2H])([2H])[2H])[2H])([2H])[2H])[2H])([2H])[2H])([2H])[2H])([2H])[2H])([2H])[2H] phenyl-(naphthyl)anthracene-d20